N1CC(C1)CN1N=CC(=C1)C1=CN=C2C=CC(=NC2=C1)C=1C(=NNC1)C1=CC(=CC=C1)COC 7-[1-(azetidin-3-ylmethyl)pyrazol-4-yl]-2-[3-[3-(methoxymethyl)phenyl]-1H-pyrazol-4-yl]-1,5-naphthyridine